2-(4-Methylpiperazin-1-yl)ethan-1-amine CN1CCN(CC1)CCN